FC1=C2C=CNC2=CC(=C1OC=1C=CC(=C(C1)C=1NC(=CN1)CC=1C=C(C=CC1F)CCC(=O)O)F)F 3-(3-((2-(5-((4,6-difluoro-1H-indol-5-yl)oxy)-2-fluorophenyl)-1H-imidazol-5-yl)methyl)-4-fluorophenyl)propanoic acid